Cl.S1C=NC=C1C1=C2CCO[C@@H](C2=CC=C1)CN |o1:11| rel-(S)-(5-(Thiazol-5-yl)isochroman-1-yl)methanamine hydrochloride salt